ClC1=NC=C(C(=C1)NC1CCC(CC1)NCCF)C=1SC=C(N1)C(F)F (1s,4s)-N1-(2-chloro-5-(4-(difluoromethyl)thiazol-2-yl)pyridin-4-yl)-N4-(2-fluoroethyl)cyclohexane-1,4-diamine